FC=1C=C(C=NC1C)C1=NOC(=C1COC1=CC=C(C=N1)C(=O)NC1CCOCC1)C 6-((3-(5-Fluoro-6-methyl-3-pyridyl)-5-methyl-isoxazol-4-yl)methoxy)-N-tetrahydropyran-4-yl-pyridin-3-carboxamid